O=S1(CCN(CC2=C1C=CC=C2)C2=NC1=CC=CC=C1C(=C2)NCC(C)(N)C)=O N~1~-[2-(1,1-Dioxido-2,3-dihydro-1,4-benzothiazepin-4(5H)-yl)quinolin-4-yl]-2-methylpropane-1,2-diamine